C(C)OC(=O)C=1OC2=C(C1C)C=C(C=C2)S(N(CCC2=CC=CC=C2)C=2C=NC(=CC2)N2CCN(CC2)C(=O)OC(C)(C)C)(=O)=O 3-Methyl-5-(N-(6-(4-(tert-Butoxycarbonyl)piperazin-1-yl)pyridin-3-yl)-N-phenethylsulfamoyl)benzofuran-2-carboxylic acid ethyl ester